C(CCC)N(CN1N=NC2=C1C=CC=C2)CCCC N,N-dibutyl-1H-benzotriazole-1-methanamine